6-(4-amino-4-methylpiperidin-1-yl)-3-(2,3-dichlorophenyl)-1H-pyrazolo[3,4-b]pyridine-4-carboxamide NC1(CCN(CC1)C=1C=C(C2=C(N1)NN=C2C2=C(C(=CC=C2)Cl)Cl)C(=O)N)C